FC=1C=C(C=NC1)C1=CC=C2N=NC(N21)=O (S)-5-(5-fluoropyridin-3-yl)-pyrrolo[2,1-c][1,2,4]triazol-3-one